C(C)(C)(C)OC(COC1CC(N(C1)C(=O)[O-])C(=O)[O-])=O 4-(2-(tert-butoxy)-2-oxoethoxy)pyrrolidine-1,2-dicarboxylate